(2-aminoethyl)methanesulfonamide NCCCS(=O)(=O)N